3,5-di-t-butyl-4-hydroxybenzyl-phosphonate C(C)(C)(C)C=1C=C(CP([O-])([O-])=O)C=C(C1O)C(C)(C)C